FC=1C=C(C#N)C=C(C1)CC1=NC=CC(=C1)N1N=CC=2C(NCCC21)=O 3-fluoro-5-((4-(4-oxo-4,5,6,7-tetrahydro-1H-pyrazolo[4,3-c]pyridin-1-yl)pyridin-2-yl)methyl)benzonitrile